(R)-1-(2',4'-dioxo-3'-((5-phenyl-1H-imidazol-2-yl)methyl)-2,3-dihydrospiro[indene-1,5'-oxazolidine]-5-yl)-3-methylurea O=C1O[C@]2(C(N1CC=1NC(=CN1)C1=CC=CC=C1)=O)CCC1=CC(=CC=C12)NC(=O)NC